2-[Dimethyl-[3-[6-(prop-2-ynoxycarbonylamino)hexanoylamino]propyl]ammonio]ethyl hydrogen phosphate P(=O)(OCC[N+](CCCNC(CCCCCNC(=O)OCC#C)=O)(C)C)(O)[O-]